FC1=C(C(=CC=C1)F)C1=NC(C(NC2=C1C=C(C=C2)I)=O)C 5-(2,6-difluorophenyl)-7-iodo-3-methyl-1,3-dihydro-1,4-benzodiazepine-2-One